FC(C(=O)O)(F)F.FC(C(=O)O)(F)F.N1(CCC1)C=1C2=C(N=C(N1)C)CN([C@@H]2C)C(=O)[C@H]2CNCC2 ((R)-4-(azetidin-1-yl)-2,5-dimethyl-5,7-dihydro-6H-pyrrolo[3,4-d]pyrimidin-6-yl)((R)-pyrrolidin-3-yl)methanone bistrifluoro-acetate